(S)-6-((4-(4-amino-3-(4-phenoxyphenyl)-1H-pyrazolo[3,4-d]pyrimidin-1-yl)piperidin-1-yl)methyl)-2-(2,6-dioxopiperidin-3-yl)-4-fluoroisoindoline-1,3-dione NC1=C2C(=NC=N1)N(N=C2C2=CC=C(C=C2)OC2=CC=CC=C2)C2CCN(CC2)CC2=CC(=C1C(N(C(C1=C2)=O)[C@@H]2C(NC(CC2)=O)=O)=O)F